C1(CC1)C1C(NCCN1CC1=C(C=C(C=C1)OC)OC)=O 3-cyclopropyl-4-(2,4-dimethoxybenzyl)piperazin-2-one